(E)-tert-butyl (4-((5-(hydroxymethyl)-2-(methylthio) pyrimidin-4-yl) (thiophen-2-ylmethyl) amino) but-2-en-1-yl) carbonate C(OC(C)(C)C)(OCC=CCN(CC=1SC=CC1)C1=NC(=NC=C1CO)SC)=O